(S)-2-oxoimidazolidine-1,5-dicarboxylic acid dibenzyl ester C(C1=CC=CC=C1)OC(=O)N1C(NC[C@H]1C(=O)OCC1=CC=CC=C1)=O